N1CC(C1)C1=NN(C2=NC=CC(=C21)C(CO)O)C2=CC=C(C=C2)OC(F)(F)F (3-(azetidin-3-yl)-1-(4-(trifluoromethoxy)phenyl)-1H-pyrazolo[3,4-b]pyridin-4-yl)ethane-1,2-diol